(S)-N-((S)-1-cyano-2-((S)-2-oxopyrrolidin-3-yl)ethyl)-4-methyl-2-(7-oxo-1,7-dihydro-6H-pyrrolo[2,3-c]pyridin-6-yl)pentanamide Ethyl-N-(2-(aminomethyl)phenyl)-O-cyclopentylserinate C(C)OC([C@@H](NC1=C(C=CC=C1)CN)COC1CCCC1)=O.C(#N)[C@H](C[C@H]1C(NCC1)=O)NC([C@H](CC(C)C)N1C(C2=C(C=C1)C=CN2)=O)=O